FC1=C(C=CC=C1NS(=O)(=O)CCC)C=1C(=NN(C1)C1=CC=C(C=C1)N1[C@H](CN(CC1)C(=O)OC(C)(C)C)C)C1=CC=NC=C1 tert-butyl (3s)-4-(4-{4-[2-fluoro-3-(propane-1-sulfonamido)phenyl]-3-(pyridin-4-yl)pyrazol-1-yl}phenyl)-3-methylpiperazine-1-carboxylate